C(C)C(C(C)O)CCCC(C)(OCC)CC 3,7-diethyl-7-ethoxyoctan-2-ol